BrC=1N=C(SC1[Si](C)(C)C)OC 4-bromo-2-(methoxy)-5-(trimethylsilyl)thiazole